BrC=1C(=NC=C(C1)Br)N1C(=CC=C1C)C 3,5-dibromo-2-(2,5-dimethyl-1H-pyrrol-1-yl)pyridine